(R)-(3-(1-cyclopropyl-1H-pyrazol-5-yl)-8-methyl-5,6-dihydro-[1,2,4]triazolo[4,3-a]pyrazin-7(8H)-yl)(3,4-difluorophenyl)methanone 2,3-dimethylbutanoate CC(C(=O)O)C(C)C.C1(CC1)N1N=CC=C1C1=NN=C2N1CCN([C@@H]2C)C(=O)C2=CC(=C(C=C2)F)F